NC1=NC=NN2C1=C(C=C2C=2C=C(C(=NC2)C)C(=O)N[C@@H]2CN(C[C@@H]2F)C(CC(C(F)(F)F)(C)O)=O)C(F)(F)F 5-[4-Amino-5-(trifluoromethyl)pyrrolo[2,1-f][1,2,4]triazin-7-yl]-N-[(3R,4S)-4-fluoro-1-(4,4,4-trifluoro-3-hydroxy-3-methylbutanoyl)pyrrolidin-3-yl]-2-methylpyridin-3-carboxamid